2-(imidazo[1,5-a]pyridin-6-ylmethoxy)-5-methoxybenzaldehyde C=1N=CN2C1C=CC(=C2)COC2=C(C=O)C=C(C=C2)OC